FC1(CCN(CC1)CC1=C(C=C(CSC2=C3C=NC(C3=CC=C2F)=O)C=C1)F)F 4-((4-((4,4-difluoropiperidin-1-yl)methyl)-3-fluorobenzyl)thio)-5-fluoro-1-oxoisoindole